6-cyclopropanecarboxamido-4-{[3-(2,5-dimethyl-1,3-oxazol-4-yl)-2-methoxyphenyl]amino}-N-(2H3)methylpyridazine-3-carboxamide C1(CC1)C(=O)NC1=CC(=C(N=N1)C(=O)NC([2H])([2H])[2H])NC1=C(C(=CC=C1)C=1N=C(OC1C)C)OC